(S)-(4-(3-(3-chloropyridin-2-yloxy)pyrrolidin-1-yl)biphenyl-3-yl)methanol ClC=1C(=NC=CC1)O[C@@H]1CN(CC1)C1=C(C=C(C=C1)C1=CC=CC=C1)CO